1-benzyl 2-methyl (4S)-4-[(tert-butyldiphenylsilyl)oxy]-4,5-dihydro-1H-pyrrole-1,2-dicarboxylate [Si](C1=CC=CC=C1)(C1=CC=CC=C1)(C(C)(C)C)O[C@H]1C=C(N(C1)C(=O)OCC1=CC=CC=C1)C(=O)OC